8-chloro-4-[N-(2,2-difluoroethyl)-3-fluoro-5-(3-hydroxy-3-methyl-but-1-ynyl)anilino]-6-fluoro-1H-quinazolin-2-one ClC=1C=C(C=C2C(=NC(NC12)=O)N(C1=CC(=CC(=C1)C#CC(C)(C)O)F)CC(F)F)F